N1=C(N=C2NCCN3C2=C1C=C3)N 5,6-dihydro-4H-pyrrolo[3,2,1-de]pteridine-2-amine